ClC=1C=NC=CC1CC=1N=C(NC1)C(C(F)(F)F)O 1-(4-((3-Chloropyridin-4-yl)methyl)-1H-imidazol-2-yl)-2,2,2-trifluoroethan-1-ol